COC=1C=CC(=C(C1)C=1CCC(CC1)C(=O)OCC)C(F)(F)F ethyl 5'-methoxy-2'-(trifluoromethyl)-2,3,4,5-tetrahydro-[1,1'-biphenyl]-4-carboxylate